C(#N)C(CCC(=O)O)(C)CSC(=S)CCCCCCCCCCCC 4-cyano-4-(dodecylthiocarbonylthio)methylpentanoic acid